tri(tert-butoxy)iron C(C)(C)(C)O[Fe](OC(C)(C)C)OC(C)(C)C